CC=1N=C2N(C=C(C=C2C)C#N)C1 2,8-Dimethylimidazo[1,2-a]pyridine-6-carbonitrile